C1(C(C1O)O)O cyclopropane-1,2,3-triol